The molecule is a dicarboxylic acid anion that is the major structure at pH 7.3 of cis,cis-2-amino-3-(3-oxoprop-1-enyl)but-2-enedioic acid It has a role as a human metabolite. It is a dicarboxylic acid anion and an alpha-amino-acid anion. It is a conjugate acid of a cis,cis-2-amino-3-(3-oxoprop-1-enyl)but-2-enedioate. C(=C\\C(=C(/C(=O)O)\\N)\\C(=O)[O-])\\C=O